4,4-bis(((Z)-oct-5-en-1-yl)oxy)butanoic acid 7-aminoheptyl ester NCCCCCCCOC(CCC(OCCCC\C=C/CC)OCCCC\C=C/CC)=O